1-(3-(trifluoromethyl)phenyl)propane-1,3-diol FC(C=1C=C(C=CC1)C(CCO)O)(F)F